ClC1=C(C(=C2C=NN(C2=C1)C1OCCCC1)B1OC(C(O1)(C)C)(C)C)C1CC1 6-chloro-5-cyclopropyl-1-(oxan-2-yl)-4-(4,4,5,5-tetramethyl-1,3,2-dioxaborolan-2-yl)indazole